N-(4-cyclobutyl-1-methyl-3-(2-(trifluoromethyl)thiazol-5-yl)-1H-pyrazol-5-yl)-2-(oxetan-3-yl)acetamide C1(CCC1)C=1C(=NN(C1NC(CC1COC1)=O)C)C1=CN=C(S1)C(F)(F)F